ClC1=CC(=NC=2N1N=CC2)C2=CC=CC=C2 7-chloro-5-phenylpyrazolo[1,5-a]pyrimidine